tert-butyl (2S,4S)-2-(cyanomethyl)-4-(4-(3-(dimethylamino)azetidin-1-yl)-7-(naphthalen-1-yl)-6,7,8,9-tetrahydro-1H-imidazo[4,5-c][1,7]naphthyridin-1-yl)piperidine-1-carboxylate C(#N)C[C@H]1N(CC[C@@H](C1)N1C=NC=2C(=NC=3CN(CCC3C21)C2=CC=CC1=CC=CC=C21)N2CC(C2)N(C)C)C(=O)OC(C)(C)C